N\C(=C/C(=O)OC)\COCC1=CC=CC=C1 Methyl (Z)-3-amino-4-(benzyloxy)but-2-enoate